C(CC(=C)C)OCC1=C(C(=O)[O-])C=CC=C1 2-(isopentenyloxymethyl)benzoate